tert-butyl 4-[(3S)-3-(3-cyano-5-fluoro-phenyl)isoxazolidine-2-carbonyl]piperidine-1-carboxylate C(#N)C=1C=C(C=C(C1)F)[C@H]1N(OCC1)C(=O)C1CCN(CC1)C(=O)OC(C)(C)C